C(CC)N1N=CC=C1 1-propyl-1H-pyrazole